butyl 3-[(3aR,4R,6R,6aS)-6-{2,4-dichloro-5-iodopyrrolo[2,3-d]pyrimidin-7-yl}-2,2-dimethyl-tetrahydro-3aH-cyclopenta[d][1,3]dioxol-4-yl]piperidine-1-carboxylate ClC=1N=C(C2=C(N1)N(C=C2I)[C@@H]2C[C@@H]([C@@H]1[C@H]2OC(O1)(C)C)C1CN(CCC1)C(=O)OCCCC)Cl